C1(=CC=C(C=C1)C1=NN=C(O1)C1=CC=CC(=N1)C1=NC(=CC=C1)C=1OC(=NN1)C1=CC=C(C=C1)C1=CC=CC=C1)C1=CC=CC=C1 6,6'-bis[5-(biphenyl-4-yl)-1,3,4-oxadiazol-2-yl]-2,2'-bipyridine